(E)-3-(2,6-diisopropylphenoxy)acrylic acid C(C)(C)C1=C(O/C=C/C(=O)O)C(=CC=C1)C(C)C